2-((4-(7-(((2S,5R)-5-aminotetrahydro-2H-pyran-2-yl)methyl)-2,7-diazaspiro[3.5]nonan-2-yl)pyrimidin-5-yl)oxy)-5-fluoro-N,N-diisopropylbenzamide N[C@@H]1CC[C@H](OC1)CN1CCC2(CN(C2)C2=NC=NC=C2OC2=C(C(=O)N(C(C)C)C(C)C)C=C(C=C2)F)CC1